8-[(2S,5R)-4-[(2,6-difluorophenyl)(phenyl)methyl]-2,5-dimethylpiperazin-1-yl]-5-methyl-6-oxo-5,6-dihydro-1,5-naphthyridine-2-carbonitrile FC1=C(C(=CC=C1)F)C(N1C[C@@H](N(C[C@H]1C)C1=CC(N(C=2C=CC(=NC12)C#N)C)=O)C)C1=CC=CC=C1